1-(2-hydroxyethyl)-2-pyrroline OCCN1C=CCC1